(S)-2-((1-(2-(1,3-dimethyl-1H-indazol-5-yl)-3,6-dimethyl-4-oxo-3,4-dihydroquinazolin-8-yl)ethyl)amino)benzoic acid CN1N=C(C2=CC(=CC=C12)C1=NC2=C(C=C(C=C2C(N1C)=O)C)[C@H](C)NC1=C(C(=O)O)C=CC=C1)C